IC1=NN(C=2C1=NC(=CC2)OC2(CC2)C)C(C2=CC=CC=C2)(C2=CC=CC=C2)C2=CC=CC=C2 3-iodo-5-(1-methylcyclopropoxy)-1-trityl-pyrazolo[4,3-b]pyridine